(2R,3S)-3-((6-fluoro-2-(2-methoxy-7-methylquinoxalin-5-yl)thiazolo[5,4-b]pyridin-5-yl) oxy)butan-2-yl (2-(hydroxymethyl)pyridin-4-yl)carbamate OCC1=NC=CC(=C1)NC(O[C@H](C)[C@H](C)OC1=C(C=C2C(=N1)SC(=N2)C2=C1N=CC(=NC1=CC(=C2)C)OC)F)=O